ClC=1C=C(C=CC1F)C(C(=O)O)CN(C)C 2-(3-chloro-4-fluorophenyl)-3-(dimethylamino)propionic acid